4-(3'-methoxy-4'-(methylthio)-[1,1'-biphenyl]-3-yl)-1,2-oxaborolan-2-ol COC=1C=C(C=CC1SC)C1=CC(=CC=C1)C1CB(OC1)O